2-(2-chlorophenyl)-N-(2-(2,2-difluoroethyl)-4-sulfamoyl-2H-indazol-6-yl)acetamide ClC1=C(C=CC=C1)CC(=O)NC=1C=C(C2=CN(N=C2C1)CC(F)F)S(N)(=O)=O